(2S,3R,4S)-3-[(ethanesulfonyl)amino]-4-fluoro-2-[(2-fluoro[1,1'-biphenyl]-3-yl)methyl]pyrrolidine-1-carboxylic acid benzyl ester C(C1=CC=CC=C1)OC(=O)N1[C@H]([C@H]([C@H](C1)F)NS(=O)(=O)CC)CC=1C(=C(C=CC1)C1=CC=CC=C1)F